C(CCCCCC(C)C)OC(C)COC(C)COC(C)CO tripropylene glycol monoisononyl ether